2-ethyl-2-(6-(((1S,2S)-2-(hydroxymethyl)cyclopropyl)methoxy)-5-(3-methoxyazetidin-1-yl)picolinamido)butanoic acid C(C)C(C(=O)O)(CC)NC(C1=NC(=C(C=C1)N1CC(C1)OC)OC[C@@H]1[C@H](C1)CO)=O